(4-Hydroxy-4-methylpiperidin-1-yl)[(3bR,4aR)-1-(2-{cis-4-[(3-methylpyridin-2-yl)oxy]cyclohexyl}ethyl)-3b,4,4a,5-tetrahydro-1H-cyclopropa[3,4]cyclopenta[1,2-c]pyrazol-3-yl]methanon OC1(CCN(CC1)C(=O)C=1C2=C(N(N1)CC[C@@H]1CC[C@@H](CC1)OC1=NC=CC=C1C)C[C@@H]1[C@H]2C1)C